COC1=C(C=CC(=C1)C(NC)=O)NCC#CC=1N(C2=CC=CC(=C2C1)NC1CCN(CC1)CCCCCCC(=O)O)CC(F)(F)F 7-(4-((2-(3-((2-methoxy-4-(methylcarbamoyl)phenyl)amino)prop-1-yn-1-yl)-1-(2,2,2-trifluoroethyl)-1H-indol-4-yl)amino)piperidin-1-yl)heptanoic acid